6-fluoro-5-[4-({6-fluoro-4-oxo-5H-pyrazolo[1,5-a]quinoxalin-7-yl}methyl)piperazin-1-yl]-N-methylpyridine-2-carboxamide FC1=C(C=CC(=N1)C(=O)NC)N1CCN(CC1)CC=1C(=C2NC(C=3N(C2=CC1)N=CC3)=O)F